C(C1=CC=CC=C1)OCCNC1=C(C=NC2=CC(=CC=C12)Br)N N4-[2-(benzyloxy)ethyl]-7-bromoquinoline-3,4-diamine